(S)-4-((2-((5-fluoropyridin-3-yl)oxy)ethyl)(4-(5,6,7,8-tetrahydro-1,8-naphthyridin-2-yl)butyl)amino)-2-((2-phenylpyrimidin-4-yl)amino)butanoic acid FC=1C=C(C=NC1)OCCN(CC[C@@H](C(=O)O)NC1=NC(=NC=C1)C1=CC=CC=C1)CCCCC1=NC=2NCCCC2C=C1